3-(4-fluorophenyl)-8-((6-(trifluoromethyl)pyridin-3-yl)methyl)pyrido[2,3-d]pyrimidine-2,4(3H,8H)-dione FC1=CC=C(C=C1)N1C(N=C2C(C1=O)=CC=CN2CC=2C=NC(=CC2)C(F)(F)F)=O